C(C)(C)C1=C(NC2=CC=C(C=C12)C1CCN(CC1)C1CCOCC1)C1=CC=2N(C=C1)C=NN2 7-(3-isopropyl-5-(1-(tetrahydro-2H-pyran-4-yl)piperidin-4-yl)-1H-indol-2-yl)-[1,2,4]triazolo[4,3-a]pyridine